[1-(phenylmethyl)-1,2,3-triazol-4-yl]methanol (S)-ethyl-1-(2-((4-(tert-butoxy)-3-((tert-butoxycarbonyl)amino)-4-oxobutyl)thio)ethyl)cyclobutanecarboxylate C(C)C1[C@@](CC1)(C(=O)OCC=1N=NN(C1)CC1=CC=CC=C1)CCSCCC(C(=O)OC(C)(C)C)NC(=O)OC(C)(C)C